BrC(C)O[Si](OCC)(OCC)CCCOC(C(C)C)=O bromoisobutyryl-oxypropyl-triethoxysilane